2-oxa-1,3-diazole-methacrylate N=1ON=C(C1)CC(C(=O)[O-])=C